C(C=C)(=O)NCCCC[C@@H](C(=O)N1CCN(CC1)S(=O)(=O)C)NC(OCC1=CC=CC=C1)=O (S)-benzyl 6-acrylamido-1-(4-(methylsulfonyl)piperazin-1-yl)-1-oxohexan-2-ylcarbamate